5'-(difluoromethyl)-1-(2-((3-((cis)-3-hydroxy-3-methylcyclobutyl)-5-(trifluoromethyl)imidazo[1,5-a]pyridin-7-yl)oxy)ethyl)spiro[piperidine-4,3'-pyrrolo[3,2-b]pyridin]-2'(1'H)-one FC(C1=CC=C2C(=N1)C1(C(N2)=O)CCN(CC1)CCOC1=CC=2N(C(=C1)C(F)(F)F)C(=NC2)C2CC(C2)(C)O)F